1-methyl-1-(naphthalen-1-yl)silacyclobutane C[Si]1(CCC1)C1=CC=CC2=CC=CC=C12